5-(tert-butyl) 3-ethyl 7-methyl-1-(3-methyl-4-nitrobenzyl)-1,4,6,7-tetrahydro-5H-pyrazolo[4,3-c]pyridine-3,5-dicarboxylate CC1C2=C(CN(C1)C(=O)OC(C)(C)C)C(=NN2CC2=CC(=C(C=C2)[N+](=O)[O-])C)C(=O)OCC